C1(CCC1)NC(C[C@H](CCN1C2(COC2)CCCC1)NC(=O)C1=NN(C(=C1)C1=C(C=CC=C1)C(F)(F)F)C1CCCC1)=O (3S)-N-cyclobutyl-3-({1-cyclopentyl-5-[2-(trifluoromethyl)phenyl]-1H-pyrazol-3-yl}formamido)-5-{2-oxa-5-azaspiro[3.5]nonan-5-yl}pentanamide